COC=1C(=CC=CC1)N Ortho-anisidine